C(=O)(OCC1C2=CC=CC=C2C2=CC=CC=C12)N[C@@H](CCC(=O)O)C(=O)O Fmoc-glutamic acid